ClC=1C=CC=2C3=C(C(N(C2C1)C1=C(C=CC=C1)Cl)=O)N=C(N3C)CC3=CC=C(C=C3)OC 7-chloro-5-(2-chlorophenyl)-2-(4-methoxybenzyl)-1-methyl-1,5-dihydro-4H-imidazo[4,5-c]quinolin-4-one